N-[3,5-difluoro-4-({6-methoxy-7-[2-(morpholin-4-yl)ethoxy]quinolin-4-yl}oxy)phenyl]-4-methoxypyridine-3-carboxamide FC=1C=C(C=C(C1OC1=CC=NC2=CC(=C(C=C12)OC)OCCN1CCOCC1)F)NC(=O)C=1C=NC=CC1OC